C(C)CC(CC(=O)OCCCC)=O.C(C)CC(CC(=O)OCCCC)=O di-n-butyl bis(ethyl acetoacetate)